C(C)(C)(C)C1=C(C=C(C(=C1)N)C(C)(C)C)N 2,5-di-t-butyl-p-phenylenediamine